tert-butyl 7-(2-{[2-(2-hydroxy-2-methylpropyl)-2,3-dihydro-1H-isoindol-5-yl]amino}-5H,6H,7H,8H-pyrido[3,4-d]pyrimidin-7-yl)-8-methyl-1H,2H,3H-pyrido[2,3-b][1,4]oxazine-1-carboxylate OC(CN1CC2=CC=C(C=C2C1)NC=1N=CC2=C(N1)CN(CC2)C2=C(C1=C(OCCN1C(=O)OC(C)(C)C)N=C2)C)(C)C